C(C)OC(=O)C1(C(CCC1)=O)CCC\C=C/C (Z)-1-(hex-4-en-1-yl)-2-oxocyclopentane-1-carboxylic acid ethyl ester